1-(9a-((4-fluorophenyl)sulfonyl)-3-(perfluoropropan-2-yl)-6,6a,7,8,9,9a-hexahydro-5H-pyrrolo[2,3-H]isoquinoline-7-carbonyl)-2-(2-hydroxy-2-methylpropyl)pyrazolidin-3-one FC1=CC=C(C=C1)S(=O)(=O)C12C(CCC=3C=C(N=CC13)C(C(F)(F)F)(C(F)(F)F)F)N(CC2)C(=O)N2N(C(CC2)=O)CC(C)(C)O